FC(S(=O)(=O)OC=1N=C(N(C(C1C)=O)C1=C(C(=CC=C1)Cl)Cl)C)(F)F 1-(2,3-dichlorophenyl)-2,5-dimethyl-6-oxo-1,6-dihydropyrimidin-4-yl trifluoromethanesulfonate